P(=O)(O)(O)OC[C@H](O)CO |r| phospho-(r-rac-glycerol)